CC1CC(C1)C1=NC=C(C(=N1)OC1=CC=CC=C1)C(=O)N1CC(C1)=CS(=O)(=O)C (2-((1S,3S)-3-methylcyclobutyl)-4-phenoxypyrimidin-5-yl)(3-((methylsulfonyl)methylene)azetidin-1-yl)methanone